C(C1=CC=CC=C1)OC[C@@H](CC1=NC=C(C=C1)C=1CCOCC1)O (2R)-1-(benzyloxy)-3-[5-(3,6-dihydro-2H-pyran-4-yl)pyridin-2-yl]Propane-2-ol